1-[1-(Piperidin-4-yl)-1H-indol-4-yl]-1,3-diazinane-2,4-dione tosylate tert-Butyl-4-[4-(2,4-dioxo-1,3-diazinan-1-yl)-1H-indol-1-yl]piperidine-1-carboxylate C(C)(C)(C)OC(=O)N1CCC(CC1)N1C=CC2=C(C=CC=C12)N1C(NC(CC1)=O)=O.S(=O)(=O)(O)C1=CC=C(C)C=C1.N1CCC(CC1)N1C=CC2=C(C=CC=C12)N1C(NC(CC1)=O)=O